(4R)-4-[3-Oxo-3-[3-[[4-(trifluoromethylsulfonyl)phenyl]methoxy]azetidin-1-yl]propyl]oxazolidin-2-one O=C(CC[C@H]1NC(OC1)=O)N1CC(C1)OCC1=CC=C(C=C1)S(=O)(=O)C(F)(F)F